C(CC)N1C=CC(C=C1)=O 1-propyl-4(1H)-pyridone